2-Ethyl-4-(5-hydroxy-6-methoxybenzo[b]thiophene-2-yl)-4-oxobutanoic acid methyl ester COC(C(CC(=O)C1=CC2=C(S1)C=C(C(=C2)O)OC)CC)=O